ClC1=CC(=C(O[C@H](C(=O)O)CF)C=C1F)C(CC)(F)F (2R)-2-[4-chloro-2-(1,1-difluoropropyl)-5-fluorophenoxy]-3-fluoropropionic acid